COC1=C(C=CC(=C1)C)C=1SC(=C(N1)C)NC(OCC1=CC2=C(N(N=N2)CC)C=C1)=O (1-ethyl-1H-benzotriazol-5-yl)methyl (2-(2-methoxy-4-methylphenyl)-4-methyl-1,3-thiazol-5-yl)carbamate